1-(6-chloroquinazolin-4-yl)-N3-(4-(4-methylpiperazin-1-yl)phenyl)-1H-1,2,4-triazole-3,5-diamine ClC=1C=C2C(=NC=NC2=CC1)N1N=C(N=C1N)NC1=CC=C(C=C1)N1CCN(CC1)C